N1=C(C=CC2=CC=CC=C12)C(C(=O)O)S quinolinethioglycolic acid